7-cyclohexyl-1,5,7-triazabicyclo[4.4.0]dec-5-ene C1(CCCCC1)N1C2=NCCCN2CCC1